C(C)(C)NC(C(=C)C)=O N-isopropyl-(methyl)acrylamide